borneol-citric acid C12(C(CC(CC1)C2(C)C)(O)C(C(CC(=O)O)(O)C(=O)O)C(=O)O)C